(R)-3-((R)-2-(3-fluoro-4-phosphonophenyl)-2-(imidazo[1,2-b]pyridazine-3-carboxamido)acetamido)-2-hydroxy-3,4-dihydro-2H-benzo[e][1,2]oxaborinine-8-carboxylic acid FC=1C=C(C=CC1P(=O)(O)O)[C@H](C(=O)N[C@@H]1B(OC2=C(C1)C=CC=C2C(=O)O)O)NC(=O)C2=CN=C1N2N=CC=C1